C(C)C1=NC=2CCCCC2C(N1CC1=NOC(=C1)C1=CC(=C(C#N)C=C1)O)=O 4-(3-((2-Ethyl-4-oxo-5,6,7,8-tetrahydroquinazolin-3(4H)-yl)methyl)isoxazol-5-yl)-2-hydroxybenzonitrile